2-(3,3-difluorocyclobutyl)-6-(1-(2-fluoro-4-nitrophenyl)-1H-pyrazol-4-yl)pyridazine FC1(CC(C1)N1NC(=CC=C1)C=1C=NN(C1)C1=C(C=C(C=C1)[N+](=O)[O-])F)F